tert-butyl 7-((2-((tert-butyldimethylsilyl)oxy)ethyl)sulfonyl)-2-(3-iodophenyl)-6,6-dimethyl-2-(methyl-d3)heptanoate [Si](C)(C)(C(C)(C)C)OCCS(=O)(=O)CC(CCCC(C(=O)OC(C)(C)C)(C([2H])([2H])[2H])C1=CC(=CC=C1)I)(C)C